CN1CCN(CC1)C1=C(C=C(C=C1)[N+](=O)[O-])CCCC(=O)N 2-[2-(4-methylpiperazin-1-yl)-5-nitrophenyl]ethylacetamide